CC1(COCCC1C(=O)O)C 3,3-dimethyltetrahydro-2H-pyran-4-carboxylic acid